CC1(CCC(CC1)C1=CC=C(C=C1)NCCCCN)C N1-(4-(4,4-dimethylcyclohexyl)phenyl)butane-1,4-diamine